2,6-dichlorophenylamine ClC1=C(C(=CC=C1)Cl)N